C1=CC=CC=2C3=CC=CC=C3C(C12)COC(=O)N(CC(=O)O)CCN1CCNCC1 2-[9H-fluorene-9-yl-methoxycarbonyl-(2-piperazin-1-yl-ethyl)amino]acetic acid